COC(C1CCN(CC1)C1=CC(=C(C(=O)O)C=C1)CO)OC 4-(4-(Dimethoxymethyl)piperidin-1-yl)-2-(hydroxymethyl)benzoic acid